C(=O)(OCC1C2=CC=CC=C2C2=CC=CC=C12)NCCCO 3-(FMOC-amino)-1-propanol